4-chloro-6-methylnicotinoyl chloride ClC1=CC(=NC=C1C(=O)Cl)C